[Si](C1=CC=CC=C1)(C1=CC=CC=C1)(C(C)(C)C)OC[C@H]1CC[C@H]2CCCN12 (3R,7aR)-3-(((Tert-butyldiphenylsilyl)oxy)methyl)hexahydro-1H-pyrrolizin